C(N)(=N)NC(CC1=C(C(=CC=C1Cl)NC(C)C)Cl)=O N-carbamimidoyl-2-(2,6-dichloro-3-(isopropylamino)phenyl)acetamide